C(C)(C)(C)OC(=O)N[C@H](C(=O)OC(C)(C)C)CC1=CC=C(C=C1)C1=C(C=C(C=C1)OCCCCCl)CC tert-Butyl (2S)-2-(tert-butoxycarbonylamino)-3-[4-[4-(4-chlorobutoxy)-2-ethyl-phenyl]phenyl]propanoate